trans-4-[(6-cyanoindol-1-yl)methyl]cyclohexanecarboxylic acid C(#N)C1=CC=C2C=CN(C2=C1)C[C@@H]1CC[C@H](CC1)C(=O)O